C/C/1=C\\C[C@@H](/C(=C/C[C@H]([C@]2([C@@H](O2)[C@@H]3[C@@H]([C@@H](C1)OC(=O)C)[C@@H](C(=O)O3)COC)C)OC(=O)C)/C)OC(=O)C The molecule is a cembrane diterpenoid with cytotoxic activity isolated from the soft coral Lobophytum michaelae. It has a role as an antineoplastic agent and a coral metabolite. It is a gamma-lactone, an acetate ester, an epoxide, a macrocycle and a cembrane diterpenoid.